C(C)(C)(C)P(C1=CC(=CC=C1)OC)C(C)(C)C di(tert-butyl)(3-methoxyphenyl)phosphine